(E)-N'-(4-bromobenzylidene)-3-methylbenzohydrazide BrC1=CC=C(\C=N\NC(C2=CC(=CC=C2)C)=O)C=C1